arachidyl phosphate P(=O)(OCCCCCCCCCCCCCCCCCCCC)([O-])[O-]